C(C)(=O)C1=NC=CC(C1OC(=O)C(C)(C)C)=O 2-acetyl-3-tert-butylcarbonyloxy-pyridin-4-one